C(C)(C)(C)OC(NC1CCN(CC1)S(=O)(=O)C1=CC(=CC=C1)N1CCC(CC1)C(OC)OC)=O (1-((3-(4-(dimethoxymethyl)piperidin-1-yl)phenyl)sulfonyl)piperidin-4-yl)-carbamic acid tert-butyl ester